C(CCCCCCC)OC(C=C)=O Octylacrylate